(S)-N-(2-(3-((5-cyanopyrimidin-2-yl)amino)-4,4-difluoropiperidin-1-yl)-1-methyl-1H-benzo[d]imidazol-5-yl)acrylamide C(#N)C=1C=NC(=NC1)N[C@H]1CN(CCC1(F)F)C1=NC2=C(N1C)C=CC(=C2)NC(C=C)=O